ClC=1N=C2C(=NC1)N(C=C2C2=NC(=CC(=N2)N[C@@H]2[C@H](C1CCC2CC1)C(=O)OCC)C=1SC=CC1)C(C1=CC=CC=C1)(C1=CC=CC=C1)C1=CC=CC=C1 (2S,3S)-ethyl 3-((2-(2-chloro-5-trityl-5H-pyrrolo[2,3-b]pyrazin-7-yl)-6-(thiophen-2-yl)pyrimidin-4-yl)amino)bicyclo[2.2.2]octane-2-carboxylate